N-methyl-N-butylpyrrolidinium bromide CCCC[N+]1(CCCC1)C.[Br-]